S1C=NC2=C1C=CC(=C2)C=2C=C(C=CC2)C2(CC2)C=2NC(C=1CN(CCCC1N2)C(=O)OC(C)(C)C)=O tert-butyl 2-(1-(3-(benzo[d]thiazol-5-yl)phenyl)cyclopropyl)-4-oxo-3,4,5,7,8,9-hexahydro-6H-pyrimido[5,4-c]azepine-6-carboxylate